ethyl (7S,15S)-9-(2,6-difluorophenyl)-7,15-dimethyl-13,16-dioxa-18-thia-2,3,5,8-tetrazatetracyclo[8.8.0.02,6.011,17]octadeca-1(10),3,5,8,11(17)-pentaene-4-carboxylate FC1=C(C(=CC=C1)F)C1=N[C@H](C2=NC(=NN2C=2SC=3O[C@H](COCC3C12)C)C(=O)OCC)C